5-((6-bromo-3-isopropyl-3H-imidazo[4,5-c]pyridin-4-yl)amino)-N-(2,2-difluoropropyl)-2-methylbenzamide BrC1=CC2=C(C(=N1)NC=1C=CC(=C(C(=O)NCC(C)(F)F)C1)C)N(C=N2)C(C)C